FC1(CC(C1)C=1C=C2CCN(CC2=CC1)C(=O)NC1=CNC2=CC=CC=C12)F 6-(3,3-Difluorocyclobutyl)-N-(1H-indol-3-yl)-3,4-dihydroisoquinoline-2(1H)-carboxamide